N-((1r,4r)-4-(2-methoxyethoxy)cyclohexyl)benzo[d]isothiazole COCCOC1CCC(CC1)N1SC2=C(C1)C=CC=C2